N-(4-(6-methyl-1,2,3,4-tetrahydroquinolin-2-yl)phenyl)sulfamoylamine CC=1C=C2CCC(NC2=CC1)C1=CC=C(C=C1)NS(N)(=O)=O